3-(5-{2-(5-chloro-2-oxospiro[indoline-3,4'-piperidin]-1'-yl)ethoxy}-1-oxo-2-isoindolinyl)-2,6-piperidinedione ClC=1C=C2C(=CC1)NC(C21CCN(CC1)CCOC=1C=C2CN(C(C2=CC1)=O)C1C(NC(CC1)=O)=O)=O